C1(CC1)C(=O)N1[C@H](CCC1)CNC(OC(C)(C)C)=O tert-butyl N-[[(R)-1-(cyclopropanecarbonyl)pyrrolidin-2-yl]methyl]carbamate